tert-butyl (Z)-4-bromo-3-fluorobut-2-enecarbamate BrC/C(=C/CNC(=O)OC(C)(C)C)/F